C(N)(=N)C=1C=C(SC1)CNC(=O)C1N(CC12CCC2)C(CNC(=O)C2=CC=C(C=C2)OC2=CC=CC=C2)=O N-[(4-Carbamimidoylthiophen-2-yl)methyl]-2-{2-[(4-phenoxyphenyl)formamido]acetyl}-2-azaspiro[3.3]heptane-1-carboxamide